1,13-dichloro-6-tridecene ClCCCCCC=CCCCCCCCl